7-bromo-9-(4-chloro-2-fluorophenyl)-2-(methoxymethyl)-3-methyl-4H-pyrazino[1,2-a]pyrimidin-4-one BrC=1N=C(C=2N(C(C(=C(N2)COC)C)=O)C1)C1=C(C=C(C=C1)Cl)F